1-benzyl-6-buten-1-yl-4-(3-chlorophenyl)pyridin C(C1=CC=CC=C1)N1CC=C(C=C1C=CCC)C1=CC(=CC=C1)Cl